C12(CC3CC(CC(C1)C3)C2)C=2C=C(C=CC2OC)C=2C=C3C=CC(=CC3=CC2)CS(=O)(=O)O (6-(3-(adamantan-1-yl)-4-methoxyphenyl)naphthalen-2-yl)methanesulfonic acid